ClC=1C(=NOC1C)NS(=O)(=O)C=1C(=C(C=CC1)C1=CC=CC=C1)COC (N-(4-chloro-5-methylisoxazol-3-yl)sulfamoyl)-2-(methoxymethyl)-[1,1']Biphenyl